(R)-2-((Tert-butoxycarbonyl)amino)-2-methylhexyl 1-methyl-1H-pyrazole-4-carboxylate CN1N=CC(=C1)C(=O)OC[C@](CCCC)(C)NC(=O)OC(C)(C)C